4-chloro-3-methylisoindolin-1-one ClC1=C2C(NC(C2=CC=C1)=O)C